N-({4-[(1-cyclopropyl-4-fluoropiperidin-4-yl)methoxy]-3-nitrophenyl}sulfonyl)-2-(1H-pyrrolo[2,3-b]pyridin-5-yloxy)benzamide C1(CC1)N1CCC(CC1)(F)COC1=C(C=C(C=C1)S(=O)(=O)NC(C1=C(C=CC=C1)OC=1C=C2C(=NC1)NC=C2)=O)[N+](=O)[O-]